(S or R)-5-(2-(3-(ethoxy-methyl)-3-(thiophen-2-ylmethyl)pyrrolidin-1-yl)propan-2-yl)-2-methylpyridine citrate C(CC(O)(C(=O)O)CC(=O)O)(=O)O.C(C)OC[C@]1(CN(CC1)C(C)(C)C=1C=CC(=NC1)C)CC=1SC=CC1 |o1:17|